F\C(=C/CN)\C(S(=O)(=O)C1=CC(=CC=C1)OC)(F)F (Z)-3,4,4-trifluoro-4-((3-methoxyphenyl)sulfonyl)but-2-en-1-amine